(S)-2-((4-((2-((2,4-Dichlorophenoxy)methyl)oxazol-5-yl)methyl)piperidin-1-yl)methyl)-1-(oxetan-2-ylmethyl)-1H-benzo[d]imidazole-6-carboxylic acid ClC1=C(OCC=2OC(=CN2)CC2CCN(CC2)CC2=NC3=C(N2C[C@H]2OCC2)C=C(C=C3)C(=O)O)C=CC(=C1)Cl